COC(=O)C1=CC(=NN1C1=NC=CC=C1Cl)Br 3-bromo-1-(3-chloropyridin-2-yl)-1H-pyrazole-5-carboxylic acid methyl ester